(3S)-β-amino-2-hydroxy-4-phenyl-N-(2,2,2-trifluoroethyl)butanamide hydrochloride Cl.N[C@H](C(C(=O)NCC(F)(F)F)O)CC1=CC=CC=C1